CC1=CC=C(C=C1)S(=O)(=O)OCC(CCCCCCCCCC)CCCCCCCC 2-octyldodecyl 4-methylbenzenesulfonate